pentaerythritol tetrakis(3-mercaptopropionate) Mercaptopropionate SC(C(=O)O)C.SCCC(=O)O.SCCC(=O)O.SCCC(=O)O.SCCC(=O)O.OCC(CO)(CO)CO